3-[4-(Difluoromethoxy)-3-[(4-methoxyphenyl)methoxy]phenyl]-1H-pyrazole FC(OC1=C(C=C(C=C1)C1=NNC=C1)OCC1=CC=C(C=C1)OC)F